C(C)OCC#CO ethoxypropynyl alcohol